N[C@@H](CCCNC(N)=N)C(=O)F arginine, fluoride